4-tributylstannyl-N-[3-(trifluoromethyl)phenyl]Thiazol-2-amine C(CCC)[Sn](C=1N=C(SC1)NC1=CC(=CC=C1)C(F)(F)F)(CCCC)CCCC